1-(3-(((1-(4-(5,7-dimethoxy-4-oxo-3,4-dihydroquinazolin-2-yl)phenyl)piperidin-4-yl)(methyl)amino)methyl)phenyl)dihydropyrimidine-2,4(1H,3H)-dione COC1=C2C(NC(=NC2=CC(=C1)OC)C1=CC=C(C=C1)N1CCC(CC1)N(C)CC=1C=C(C=CC1)N1C(NC(CC1)=O)=O)=O